(2-((6-fluorobenzo[d]oxazol-2-yl)amino)benzo[d]oxazol-5-yl)methanol FC1=CC2=C(N=C(O2)NC=2OC3=C(N2)C=C(C=C3)CO)C=C1